C1(CC1)C=1N(C2=C(C=NC=C2N)N1)C 2-cyclopropyl-1-methyl-imidazo[4,5-c]pyridin-7-amine